2-Fluoroacetic acid ethyl ester C(C)OC(CF)=O